CN(CCCNC(=O)C1=NN(C2=C1C=NC(=C2)NC2=NC=CN=C2OC)C2=C(C=CC(=C2)F)OC)C N-(3-(dimethylamino)propyl)-1-(5-fluoro-2-methoxyphenyl)-6-((3-methoxypyrazin-2-yl)amino)-1H-pyrazolo[4,3-c]pyridine-3-carboxamide